N1(CCCCCC1)C1=C(C(=O)N2CC(N(CC2)C(=O)OC(C)(C)C)C=2SC=CC2)C=CC(=C1)NC(=O)C1CC1 Tert-butyl 4-[2-(azepan-1-yl)-4-(cyclopropanecarbonylamino)benzoyl]-2-thiophen-2-ylpiperazine-1-carboxylate